2,3,4,5,6-pentafluorophenyl 2-({[({4-[(2S)-2-[(2S)-2-{[(tert-butoxy)carbonyl]amino}-3-methylbutanamido]propanamido]phenyl}methoxy)carbonyl](methyl)amino}methyl)benzoate C(C)(C)(C)OC(=O)N[C@H](C(=O)N[C@H](C(=O)NC1=CC=C(C=C1)COC(=O)N(C)CC1=C(C(=O)OC2=C(C(=C(C(=C2F)F)F)F)F)C=CC=C1)C)C(C)C